N-[4-[(E)-3-[4-[2-Hydroxyethyl(methyl)amino]phenyl]prop-2-enoyl]phenyl]-2-iodobenzamide OCCN(C1=CC=C(C=C1)/C=C/C(=O)C1=CC=C(C=C1)NC(C1=C(C=CC=C1)I)=O)C